1-(4-bromobenzyl)-3-methylpyridin-2(1H)-one BrC1=CC=C(CN2C(C(=CC=C2)C)=O)C=C1